N1-methyl-adenosine 5'-triphosphate P(O)(=O)(OP(=O)(O)OP(=O)(O)O)OC[C@@H]1[C@H]([C@H]([C@@H](O1)N1C=NC=2C(=N)N(C=NC12)C)O)O